C(C)(C)(C)OC(=O)N1CCCC2=CC(=CC=C12)C1(CCC1)C(=O)O 1-(1-(tert-butoxycarbonyl)-1,2,3,4-tetrahydroquinolin-6-yl)cyclobutane-1-carboxylic acid